(2S)-2-[(tert-Butoxycarbonyl)amino]-3-{4-[(tert-Butoxycarbonyl)hydroxy]phenyl}-N-[4-(trifluoromethyl)benzyl]propanamide C(C)(C)(C)OC(=O)N[C@H](C(=O)NCC1=CC=C(C=C1)C(F)(F)F)CC1=CC=C(C=C1)OC(=O)OC(C)(C)C